C1(CCCCCC1)C(C#N)C=1NC2=C(N1)C=CC(=C2)C2CCOCC2 2-cycloheptyl-2-[5-(oxan-4-yl)-3H-1,3-benzodiazol-2-yl]acetonitrile